4-[(6-bromo-2-pyridyl)oxymethyl]-3-(2-hydroxyethyl)benzonitrile BrC1=CC=CC(=N1)OCC1=C(C=C(C#N)C=C1)CCO